N1-((3-((1s,4s)-4-(ethoxymethyl)-4-ethylcyclohexyl)-5,5-difluoro-5,6-dihydro-4H-pyrrolo-[1,2-b]pyrazol-2-yl)methyl)-N1,N2-dimethylethane-1,2-diamine C(C)OCC1(CCC(CC1)C1=C2N(N=C1CN(CCNC)C)CC(C2)(F)F)CC